((2R,3S,4R,5R)-5-(4-aminopyrrolo[2,1-f][1,2,4]triazin-7-yl)-5-cyano-3,4-dihydroxytetrahydrofuran-2-yl)methyl phosphorodiamidate bis(2-ethylbutyl-L-alaninate) C(C)C(CN[C@@H](C)C(=O)O)CC.C(C)C(CN[C@@H](C)C(=O)O)CC.P(OC[C@H]1O[C@@]([C@@H]([C@@H]1O)O)(C#N)C1=CC=C2C(=NC=NN21)N)(=O)(N)N